1-(2-amino-6-methoxybenzo[d]thiazol-4-yl)-2,2-dimethylpropan-1-one NC=1SC2=C(N1)C(=CC(=C2)OC)C(C(C)(C)C)=O